ClC1=CC=C(C=C1)C1=CN=C(O1)[C@H](CCCNC(CF)=O)NC(=O)C1=CC2=CC=C(C=C2C=C1)N(C)C (S)-N-(1-(5-(4-chlorophenyl)oxazol-2-yl)-4-(2-fluoroacetamido)butyl)-6-(dimethylamino)-2-naphthamide